tert-butyl N-[[2-(4-benzyloxy-2-ethyl-5-methyl-pyrazol-3-yl)-4-[3-[(2,4-dimethoxyphenyl)methylcarbamoyl]-6-methyl-imidazo[1,5-a]pyrazin-1-yl]oxazol-5-yl]methyl]carbamate C(C1=CC=CC=C1)OC1=C(N(N=C1C)CC)C=1OC(=C(N1)C=1N=C(N2C1C=NC(=C2)C)C(NCC2=C(C=C(C=C2)OC)OC)=O)CNC(OC(C)(C)C)=O